C1(CCCCC1)NC(CN(C=1C2=C(N=C(N1)C=1N=CN(C1)C)CCC2)C)=O N-cyclohexyl-2-[methyl[2-(1-methylimidazol-4-yl)-5H,6H,7H-cyclopenta[d]pyrimidin-4-yl]amino]acetamide